1-[1-(2-fluorophenyl)-1H-1,2,3-triazol-4-yl]Ethanol FC1=C(C=CC=C1)N1N=NC(=C1)C(C)O